OC1=C(C=CC=C1)C1=CC(=CC=C1)CNC(OCCC=1C(OC2=CC(=CC=C2C1C)N(CC)CC)=O)=O 2-(7-(diethylamino)-4-methyl-2-oxo-2H-chromen-3-yl)ethyl ((2'-hydroxy-[1,1'-biphenyl]-3-yl)methyl)carbamate